N-LACTOYL-ETHANOLAMINE C(C(O)C)(=O)NCCO